ClC1=C(C(=NC=N1)NC1=C(C=CC(=C1)[N+](=O)[O-])N1CCN(CC1)C)[N+](=O)[O-] 6-chloro-N-(2-(4-methylpiperazin-1-yl)-5-nitrophenyl)-5-nitropyrimidin-4-amine